5-(8-((1S,2S)-2-(5-chloropyridin-2-yl)cyclopropyl)-3-fluoroimidazo[1,2-b]pyridazin-6-yl)pyrimidine-2,4(1H,3H)-dione ClC=1C=CC(=NC1)[C@@H]1[C@H](C1)C=1C=2N(N=C(C1)C=1C(NC(NC1)=O)=O)C(=CN2)F